(R)-2-(((3-butyl-7-(dimethylamino)-2-(4-methoxybenzyl)-1,1-dioxido-5-phenyl-2,3,4,5-tetrahydro-1,2,5-benzothiadiazepin-8-yl)methyl)thio)acetic acid C(CCC)[C@H]1N(S(C2=C(N(C1)C1=CC=CC=C1)C=C(C(=C2)CSCC(=O)O)N(C)C)(=O)=O)CC2=CC=C(C=C2)OC